tert-butyl N-[(3S,4R)-1-carbamoyl-4-[[4-(5-hydroxy-pentyl)phenyl]meth-oxy]pentan-3-yl]carbamate C(N)(=O)CC[C@@H]([C@@H](C)OCC1=CC=C(C=C1)CCCCCO)NC(OC(C)(C)C)=O